2-methyl-6-[[3-(4-pyridyl)-1H-indazol-5-yl]amino]benzonitrile CC1=C(C#N)C(=CC=C1)NC=1C=C2C(=NNC2=CC1)C1=CC=NC=C1